(3-Bromo-1-(1-(hydroxymethyl)cyclopropyl)-1H-pyrazol-5-yl)methanol BrC1=NN(C(=C1)CO)C1(CC1)CO